ClC1=CC2=C(C(=N1)N1CCC(CC1)(F)F)N=C(N2C)N2CCC1(CC2)CCN(CC1)CC(C)(C)F 3-(6-Chloro-4-(4,4-difluoropiperidin-1-yl)-1-methyl-1H-imidazo[4,5-c]pyridin-2-yl)-9-(2-fluoro-2-methylpropyl)-3,9-diazaspiro[5.5]undecane